ClC1=NNC2=NC=CC(=C21)C=2C(=NN1C2COC([C@@H]1C)(C)C)C1=NC=C(C=C1)F (S)-3-(3-Chloro-1H-pyrazolo[3,4-b]pyridin-4-yl)-2-(5-fluoropyridin-2-yl)-6,6,7-trimethyl-6,7-dihydro-4H-pyrazolo[5,1-c][1,4]oxazine